N[C@@H]1CC(N(C1)C1=CC=C(C=C1)S(=O)(=O)N1CCN(CC1)C1=NC(=CC(=C1)C(F)(F)[C@@H]1OCCOC1)Cl)=O (4R)-4-amino-1-[4-[4-[6-chloro-4-[[(2R)-1,4-dioxan-2-yl]-difluoro-methyl]-2-pyridyl]piperazin-1-yl]sulfonylphenyl]pyrrolidin-2-one